C(=CC1=CC=CC=C1)S(=O)(=O)OCC(C)(C)C Neopentyl Styrenesulfonate